CC=1N(C=C(N1)[N+](=O)[O-])COCC[Si](C)(C)C 2-methyl-4-nitro-1-{[2-(trimethylsilyl)-ethoxy]methyl}-1H-imidazole